2,4,6-trideoxy-2,4-diamino-D-glucose N[C@@H](C=O)[C@@H](O)[C@@H]([C@H](O)C)N